7-bromo-6-methoxy-3-methyl-quinazolin-4(3H)-one BrC1=C(C=C2C(N(C=NC2=C1)C)=O)OC